4-(difluoromethyl)-5-[4-[(2S,6R)-2,6-dimethylmorpholin-4-yl]-6-[(3R)-3-methylmorpholin-4-yl]-1,3,5-triazin-2-yl]pyridin-2-amine FC(C1=CC(=NC=C1C1=NC(=NC(=N1)N1C[C@@H](O[C@@H](C1)C)C)N1[C@@H](COCC1)C)N)F